(±)-5-Benzyl-N-(1-methyl-2-oxo-8-(pyridin-2-ylethynyl)-2,3,4,5-tetrahydro-1H-benzo[b]azepin-3-yl)-1H-1,2,4-triazole-3-carboxamid C(C1=CC=CC=C1)C1=NC(=NN1)C(=O)N[C@@H]1CCC2=C(N(C1=O)C)C=C(C=C2)C#CC2=NC=CC=C2 |r|